3-((5-(1-morpholino-[1,2,4]triazolo[4,3-a]quinoxalin-8-yl)pyridin-2-yl)oxy)propan-1-amine O1CCN(CC1)C1=NN=C2N1C1=CC(=CC=C1N=C2)C=2C=CC(=NC2)OCCCN